C(=O)(C(Cl)(Cl)Cl)[O-] The molecule is a monocarboxylic acid anion that results from the removal of a proton from the carboxylic acid group of trichloroacetic acid. It derives from an acetate. It is a conjugate base of a trichloroacetic acid.